Cl.NC1=CC(=NC=C1C1=NC(=NC=C1)OC)NC(C)=O N-(4-amino-5-(2-methoxypyrimidin-4-yl)pyridin-2-yl)acetamide hydrochloride